3-phosphonatooxypyruvate P(=O)([O-])([O-])OCC(C(=O)[O-])=O